3-(5'-fluoro-4-methyl-[3,4'-bipyridin]-2'-yl)-5-(5-fluoropyridin-2-yl)-1,2,4-oxadiazole FC=1C(=CC(=NC1)C1=NOC(=N1)C1=NC=C(C=C1)F)C=1C=NC=CC1C